CN1N=CC=2C1=NC=NC2SCC(=O)C2=CC=C(S2)CCNC(C)=O N-(2-(5-(2-((1-methyl-1H-pyrazolo[3,4-d]pyrimidin-4-yl)thio)acetyl)thiophen-2-yl)ethyl)acetamide